N-phenylpyridin-2-amine C1=CC=C(C=C1)NC2=CC=CC=N2